ClC=1C(=NC=CC1C=1OC2=C(N1)C=C(C=C2C#N)CN2C(CCCC2)C(=O)O)C2=C(C(=CC=C2)NC=2N=CC=C1C=C(C=NC21)CN2C[C@@H](CC2)O)C (2-(3-chloro-2-(3-((3-(((R)-3-hydroxypyrrolidin-1-yl)methyl)-1,7-naphthyridin-8-yl)amino)-2-methylphenyl)pyridin-4-yl)-7-cyanobenzo[d]oxazol-5-yl)methylpiperidine-2-carboxylic acid